C(C)C=1SC(=NN1)C1=CC=CC=C1 2-ethyl-5-phenyl-1,3,4-thiadiazole